P(=O)(OCCCCCCCCCCC)([O-])[O-] monoundecyl phosphate